CS(=O)(=O)OCCC1=CC=C(C=C1)OCCC1=CC=C(C=C1)OC1OCCCC1 4-(4-((tetrahydro-2H-pyran-2-yl)oxy)phenethoxy)phenethyl methanesulfonate